2-(6-azaspiro[2.5]octan-6-yl)-6-(3-hydroxy-3-methyl-1-azetidinyl)-N-(6-((2-methyl-2-propanyl)sulfamoyl)-2-pyridinyl)-3-pyridinecarboxamide C1CC12CCN(CC2)C2=NC(=CC=C2C(=O)NC2=NC(=CC=C2)S(NC(C)(C)C)(=O)=O)N2CC(C2)(C)O